N-(4-chlorophenyl)-1-(2-(dimethylamino)ethyl)-9H-carbazol-3-amine ClC1=CC=C(C=C1)NC=1C=C(C=2NC3=CC=CC=C3C2C1)CCN(C)C